C(C)OC=1C=C(C=CC1)C1=C(C=C(C=C1)CN1CCN(CC1)C1=CC=C(N=N1)C(=O)NS(=O)(=O)C1=CC(=C(C=C1)NCCSC1=CC=CC=C1)C(F)(F)F)F 6-[4-[[4-(3-Ethoxyphenyl)-3-fluorophenyl]methyl]piperazin-1-yl]-N-[4-(2-phenylsulfanylethylamino)-3-(trifluoromethyl)phenyl]sulfonylpyridazine-3-carboxamide